(7-aza-benzotriazole-1-oxy)tripyrrolidinyl-phosphorus hexafluorophosphate F[P-](F)(F)(F)(F)F.N1(N=NC2=C1N=CC=C2)O[P+](N2CCCC2)(N2CCCC2)N2CCCC2